FC=1C(=NC(=CC1)F)C1=NN(C=C1NC(=O)C=1N=C(SC1)C=1C=NN(C1)COP(=O)(OC1=CC=CC=C1)N[C@@H](C)C(=O)OC(C)C)C1CCC(CC1)OCC isopropyl (((4-(4-((3-(3,6-difluoropyridin-2-yl)-1-((1r,4r)-4-ethoxycyclohexyl)-1H-pyrazol-4-yl)carbamoyl)thiazol-2-yl)-1H-pyrazol-1-yl)methoxy)(phenoxy)phosphoryl)alaninate